FC(C1=NN(C(=C1)C(F)F)CC(=O)N1CCC(CC1)C=1SC=C(N1)C1=NO[C@H](C1)C1=C(C=CC=C1)OCC#C)F 2-[3,5-Bis(difluoromethyl)-1H-pyrazol-1-yl]-1-[4-(4-{(5R)-5-[2-(prop-2-yn-1-yloxy)phenyl]-4,5-dihydro-1,2-oxazol-3-yl}-1,3-thiazol-2-yl)piperidin-1-yl]ethanone